3,5-difluoro-2-iodo-4-(1H-pyrazol-1-yl)aniline FC=1C(=C(N)C=C(C1N1N=CC=C1)F)I